3H-1,2,3-dioxazole O1ONC=C1